ClC1=C(C=C(C=C1)F)[C@@H]1C=2N(CC(N1)=O)C(=NC2NC(=O)C2=NSC1=C2C=C(C=C1)C#N)C(NC)=O |r| Racemic-N-(8-(2-chloro-5-fluorophenyl)-3-(methylcarbamoyl)-6-oxo-5,6,7,8-tetrahydroimidazo[1,5-a]pyrazin-1-yl)-5-cyanobenzo[d]isothiazole-3-carboxamide